C1(=CC=CC2=CC=CC=C12)[C@@H]1NOCC1 (R)-3-(naphthalen-1-yl)isoxazolidine